C(N)(O[C@@H]1[C@@H](CN(CC1)S(=O)(=O)C)C)=O ((3R,4S)-3-methyl-1-(methylsulfonyl) piperidin-4-yl) carbamate